ethyl (S)-2-hydroxy-3-((3-methyl-4-nitrophenyl)amino)propanoate O[C@H](C(=O)OCC)CNC1=CC(=C(C=C1)[N+](=O)[O-])C